C(OO)OO p-methylenehydroperoxide